(5-chloro-3-fluoro-2-pyridinyl)-trimethyl-stannane ClC=1C=C(C(=NC1)[Sn](C)(C)C)F